C1(CC1)C1CC2(C1)OC(N(C2)C=2C=NC=C(C2)[C@](C2=CC=C(C=C2)C(C)C)(O)C2(CN(C2)C)C)=O 2-Cyclopropyl-7-{5-[(R)-(1,3-dimethyl-azetidin-3-yl)-hydroxy-(4-isopropyl-phenyl)-methyl]-pyridin-3-yl}-5-oxa-7-aza-spiro[3.4]octan-6-one